CC1(NCC2C1CCC2)C dimethyloctahydrocyclopenta[c]pyrrol